3-(trifluoromethyl)-5-[2-(trifluoromethyl)cyclopropyl]benzoic acid FC(C=1C=C(C(=O)O)C=C(C1)C1C(C1)C(F)(F)F)(F)F